C(#N)C=1C=C(C=CC1)C=1N=C(SC1C1=CC(=NC(=C1)C)C(C)OCC1=CC=C(C=C1)OC)NC(=O)N1CC2(COC2)C1 N-[4-(3-cyanophenyl)-5-[2-[1-[(4-methoxyphenyl)methoxy]ethyl]-6-methyl-4-pyridyl]thiazol-2-yl]-2-oxa-6-azaspiro[3.3]heptane-6-carboxamide